CC=1C(=C(C(=O)OCC(CCCC(C)C)C)C=C(C1COC1=NC(=CC=C1)OCC(F)(F)F)Cl)F 2,6-dimethylheptanol methyl-5-chloro-2-fluoro-4-(((6-(2,2,2-trifluoroethoxy)pyridin-2-yl)oxy)methyl)benzoate